CC1(OB(OC1(C)C)C1=CC=CC=2[C@H]3N(C[C@@H](OC21)C3)C(=O)OC(C)(C)C)C tert-butyl (2S,5S)-9-(4,4,5,5-tetramethyl-1,3,2-dioxaborolan-2-yl)-2,3-dihydro-2,5-methanobenzo[f][1,4]oxazepine-4(5H)-carboxylate